N-[(3S,4S)-1-(2,2-difluoroethyl)-3-methyl-4-piperidyl]-6-{3-[4-(N-methylcarbamoyl)-2-ethoxy-5-fluorophenylamino]-1-propynyl}-1-(2,2,2-trifluoroethyl)-1H-1,3-benzimidazole-4-carboxamide FC(CN1C[C@@H]([C@H](CC1)NC(=O)C1=CC(=CC=2N(C=NC21)CC(F)(F)F)C#CCNC2=C(C=C(C(=C2)F)C(NC)=O)OCC)C)F